ClC1=C(C=C(C=2C3=C(NC12)CCN([C@@H]3C)C(=O)C3=NC=C(C=N3)OC)CC#N)Cl (R)-2-(6,7-dichloro-2-(5-methoxypyrimidine-2-carbonyl)-1-methyl-2,3,4,5-tetrahydro-1H-pyrido[4,3-b]indol-9-yl)acetonitrile